ethyltris(methoxy)silane p-nitrobenzylcarbonate [N+](=O)([O-])C1=CC=C(COC(O)=O)C=C1.C(C)[Si](OC)(OC)OC